bis(methylamino)di-n-propylsilane CN[Si](CCC)(CCC)NC